C(C1=CC=CC=C1)OC1=C(C(=C(C(=C1)C=C)C[C@@H](C=O)NC(OC(C)(C)C)=O)F)NC(C(F)(F)F)=O tert-butyl {(2S)-1-[4-(benzyloxy)-6-ethenyl-2-fluoro-3-(2,2,2-trifluoroacetamido)phenyl]-3-oxopropan-2-yl}carbamate